CS(=O)(=O)O.CC(CC(=O)O)CC(C)(C)C 3,5,5-trimethylhexanoic acid, methanesulfonic acid salt